5-(5-(3,3-Dimethylmorpholino)-1H-pyrazolo[3,4-c]pyridine-1-yl)-2-fluoro-3-(trifluoromethyl)phenol CC1(COCCN1C=1C=C2C(=CN1)N(N=C2)C=2C=C(C(=C(C2)O)F)C(F)(F)F)C